C2-chloro-7-methyl-7H-pyrrolo[2,3-d]pyrimidine-4-carbaldehyde ClC=1N=C(C2=C(N1)N(C=C2)C)C=O